CN(C(CN1C(C2=CC=C(C=C2CC1)OC\C(\CNC(OC(C)(C)C)=O)=C\F)=O)=O)C Tert-Butyl N-[(E)-2-[[2-[2-(dimethylamino)-2-oxo-ethyl]-1-oxo-3,4-dihydroisoquinolin-6-yl]oxymethyl]-3-fluoro-allyl]carbamate